(Z)-3-(5-(5-(4-(4-(1-(4-hydroxyphenyl)-2-phenylbut-1-en-1-yl)phenoxy)butyl)hexahydropyrrolo[3,4-c]pyrrol-2(1H)-yl)-1-oxoisoindolin-2-yl)piperidine-2,6-dione OC1=CC=C(C=C1)/C(=C(\CC)/C1=CC=CC=C1)/C1=CC=C(OCCCCN2CC3C(C2)CN(C3)C=3C=C2CN(C(C2=CC3)=O)C3C(NC(CC3)=O)=O)C=C1